Cl.ClC1=C(C#N)C=CC(=C1)OC1CCC(CC1)N 2-chloro-4-[(1r,4r)-4-aminocyclohexyl]Oxybenzonitrile hydrochloride